di1,6-Hexanediol Methacrylate C(C(=C)C)(=O)O.C(CCCCCO)O.C(CCCCCO)O